[1-[4-(trifluoromethoxy)phenyl]cyclopropanecarbonyl]pyrrolidine-2-carboxamide FC(OC1=CC=C(C=C1)C1(CC1)C(=O)N1C(CCC1)C(=O)N)(F)F